3-methyl-2-butenyltrimethoxysilane CC(=CC[Si](OC)(OC)OC)C